FC1=CC=C(COC2=C(C=CC=3CC[N+]4=C(C23)C(=C2C=CC(=C(C2=C4)OC)OC)CCCCCC=C)OC)C=C1 ((4-fluorobenzyl)oxy)-13-(hept-6-en-1-yl)-2,9,10-trimethoxy-5,6-dihydroisoquinolino[3,2-a]isoquinolin-7-ium